ClC=1C=CC=C2C(NN=C(C12)C1=CC2=C(NC(=N2)NC(OCCOC)=O)C=C1)=O 2-Methoxyethyl (5-(8-chloro-4-oxo-3,4-dihydrophthalazin-1-yl)-1H-benzimidazol-2-yl)carbamate